NCCCCCCCCCCCCCCCCCN 1,17-diaminoheptadecane